C(=O)(O)C1=C(C=C(C=C1C(=O)O)OCCCCCCOC1=CC=C(C=C1)\C=C\C(C1=CC=CC=C1)=O)C1=C(C(C(=O)O)=CC(=C1)OCCCCCCOC1=CC=C(C=C1)\C=C\C(C1=CC=CC=C1)=O)C(=O)O 3-[2,3-Dicarboxy-5-[6-[4-[(E)-3-oxo-3-phenylprop-1-enyl]phenoxy]hexoxy]phenyl]-5-[6-[4-[(E)-3-oxo-3-phenylprop-1-enyl]phenoxy]hexoxy]phthalic acid